N-(1''-(3-((2,2-dimethylazetidin-1-yl)sulfonyl)benzoyl)dispiro[cyclopropane-1,1'-cyclohexane-4',3''-indolin]-5''-yl)methanesulfonamide CC1(N(CC1)S(=O)(=O)C=1C=C(C(=O)N2CC3(C4=CC(=CC=C24)NS(=O)(=O)C)CCC2(CC3)CC2)C=CC1)C